FC(C(=O)N1CC(C1)(N1N=C(C=2C1=NC=CC2)C2=CC=C(C=C2)C(F)(F)F)CC(=O)OCC)=C ethyl 2-(1-(2-fluoroacryloyl)-3-(3-(4-(trifluoromethyl)phenyl)-1H-pyrazolo[3,4-b]pyridin-1-yl)-azetidin-3-yl)acetate